ClC=1C(=CC=2N=CN=C(C2N1)C=1C(=NN(C1)CC(F)F)C1=CC=CC=C1)OC E-6-chloro-4-(1-(2,2-difluoroethyl)-3-phenyl-1H-pyrazol-4-yl)-7-methoxypyrido[3,2-D]pyrimidine